NCC1CCC(CC1)C(=O)N[C@@H](CCCNC(=O)C1=NC=CN=C1)C(=O)NCCCC[C@H](NC(N[C@@H](CCC(=O)O)C(=O)O)=O)C(=O)O N6-{N2-[(1r,4S)-4-(aminomethyl)cyclohexane-1-carbonyl]-N5-(pyrazine-2-carbonyl)-L-ornithyl}-N2-{[(1S)-1,3-dicarboxypropyl]carbamoyl}-L-lysine